(S)-(4-((4-((4-((4-(4-aminopyrimidin-2-yl)-1,3-dimethyl-1H-pyrazol-5-yl)oxy)butan-2-yl)amino)-6-chloropyridin-3-yl)ethynyl)phenyl)(4-hydroxypiperidin-1-yl)methanone NC1=NC(=NC=C1)C=1C(=NN(C1OCC[C@H](C)NC1=C(C=NC(=C1)Cl)C#CC1=CC=C(C=C1)C(=O)N1CCC(CC1)O)C)C